N-(2-(4-aminobutanamido)ethyl)-4-((3-(1-(2,2-difluoroethyl)-3-(trifluoromethyl)-1H-pyrazol-4-yl)imidazo[1,2-a]pyrazin-8-yl)amino)-2-ethylbenzamide NCCCC(=O)NCCNC(C1=C(C=C(C=C1)NC=1C=2N(C=CN1)C(=CN2)C=2C(=NN(C2)CC(F)F)C(F)(F)F)CC)=O